C(#N)C1=CC(=C(S1)C)B(O)O 5-CYANO-2-METHYLTHIOPHEN-3-YL-BORONIC ACID